N'-(2-chloro-4-phenoxy-5-methylphenyl)-N-ethyl-N-methyl-formamidine ClC1=C(C=C(C(=C1)OC1=CC=CC=C1)C)N=CN(C)CC